5-[4-(2,6-dichlorobenzenesulfonyl)-1-piperazinylmeth-yl]-2-furancarboxylic acid ClC1=C(C(=CC=C1)Cl)S(=O)(=O)N1CCN(CC1)CC1=CC=C(O1)C(=O)O